C1CCC2=C(C=3CCCC3C=C12)NC(=O)NS(=O)(=O)C1=C(C=CC=C1)B(O)O (2-(N-((1,2,3,5,6,7-hexahydro-s-indacen-4-yl)carbamoyl)sulfamoyl)phenyl)boronic acid